2-((5-(2-(1-((3-amino-3-oxopropyl)(methyl)amino)-4-methylpent-3-yl)-2,6-diazaspiro[3.4]oct-6-yl)-1,2,4-triazin-6-yl)oxy)-N-ethyl-5-fluoro-N-isopropylbenzamide fumarate C(\C=C\C(=O)O)(=O)O.NC(CCN(CCC(C(C)C)N1CC2(C1)CN(CC2)C=2N=CN=NC2OC2=C(C(=O)N(C(C)C)CC)C=C(C=C2)F)C)=O